CNC1=C2NC=NC2=NC=N1 N6-methyl-adenine